N[C@@H]1C2=CC=CC=C2CC12CCN(CC2)C=2N=NC(=CN2)SC2=C1C(=NC=C2)NC(C1(F)F)=O (S)-4-((3-(1-amino-1,3-dihydrospiro[inden-2,4'-piperidin]-1'-yl)-1,2,4-triazin-6-yl)thio)-3,3-difluoro-1,3-dihydro-2H-pyrrolo[2,3-b]pyridin-2-one